7-{[5,5-dimethyl-8-(4-methyl-1,2-oxazol-3-yl)-5H-chromeno[3,4-d]pyrimidin-3-yl]amino}-N,N-dimethyl-1H,2H,3H-pyrido[2,3-b][1,4]oxazine-1-carboxamide CC1(OC=2C=C(C=CC2C=2C1=NC(=NC2)NC2=CC1=C(OCCN1C(=O)N(C)C)N=C2)C2=NOC=C2C)C